ClC1=NC=CC(=N1)NC1=C(C=CC=C1)P(C)(C)=O (2-((2-chloropyrimidin-4-yl)amino)phenyl)dimethylphosphine oxide